C(C1=CC=CC=C1)OC=1C(=C(NC2=CC=C(C=C2)Br)C(=CC1F)[N+](=O)[O-])F 3-(benzyloxy)-N-(4-bromophenyl)-2,4-difluoro-6-nitroaniline